p-N,N-dimethylamino-benzoic acid isooctyl ester C(CCCCC(C)C)OC(C1=CC=C(C=C1)N(C)C)=O